N1=C(C=CC2=CC=CC=C12)C=1C=C(C#N)C=CC1 3-(quinolin-2-yl)benzonitrile